4-butoxy-N-(3-(4-(3-(trifluoromethyl)phenyl)piperazin-1-yl)propyl)benzenesulfonamide C(CCC)OC1=CC=C(C=C1)S(=O)(=O)NCCCN1CCN(CC1)C1=CC(=CC=C1)C(F)(F)F